tert-butyl (3R)-3-(3-chloro-5-(5-oxomorpholin-2-yl)phenyl)morpholine-4-carboxylate ClC=1C=C(C=C(C1)C1CNC(CO1)=O)[C@H]1N(CCOC1)C(=O)OC(C)(C)C